NC1=C(C=C(C=C1Br)C)\C(\C)=N/[S@](=O)C(C)(C)C (R)-N-[(1Z)-1-(2-amino-3-bromo-5-methylphenyl)ethylidene]-2-methylpropane-2-sulfinamide